SCC(CSCCC(C)S)SC(CSCCS)CS 5,7-dimercaptomethyl-1,11-dimercaptoethyl-3,6,9-trithiaundecane